N-(4-((2-(ethylcarbamoyl)pyridin-4-yl)oxy)phenyl)-4-oxo-1-phenyl-1,4-dihydroquinoline-3-carboxamide C(C)NC(=O)C1=NC=CC(=C1)OC1=CC=C(C=C1)NC(=O)C1=CN(C2=CC=CC=C2C1=O)C1=CC=CC=C1